7-cyclopentyl-N-methyl-2-((5-(piperazin-1-yl)pyridin-2-yl)amino)-7H-pyrrolo[2,3-d]pyrimidine-6-carboxamide C1(CCCC1)N1C(=CC2=C1N=C(N=C2)NC2=NC=C(C=C2)N2CCNCC2)C(=O)NC